FC=1C=C(C=CC1)C=1SC(=CN1)C(=O)N[C@H](C(=O)N[C@H](C(C=1SC=CN1)O)CCC1=CC=C(C=C1)F)CCC(C)O 2-(3-fluorophenyl)-N-((2S)-1-(((2S)-4-(4-fluorophenyl)-1-hydroxy-1-(thiazol-2-yl)butan-2-yl)amino)-5-hydroxy-1-oxohexan-2-yl)thiazole-5-carboxamide